2-methyl-N-(3-phenylpropyl)-5-(5-(trifluoromethyl)pyridin-2-yl)thiazolo[5,4-d]pyrimidin-7-amine CC=1SC=2N=C(N=C(C2N1)NCCCC1=CC=CC=C1)C1=NC=C(C=C1)C(F)(F)F